N-(3-(1-(2-chloroacetyl)piperidin-4-yl)-1,4-dimethyl-1H-pyrrolo[2,3-b]pyridin-5-yl)-3-cyanobenzamide ClCC(=O)N1CCC(CC1)C1=CN(C2=NC=C(C(=C21)C)NC(C2=CC(=CC=C2)C#N)=O)C